5-methanesulfonyl-2-{[3-(4-{[(1S,4S)-4-(dimethylamino)cyclohexyl]amino}-1-(2,2,2-trifluoroethyl)-1H-indol-2-yl)prop-2-yn-1-yl]amino}phenol CS(=O)(=O)C=1C=CC(=C(C1)O)NCC#CC=1N(C2=CC=CC(=C2C1)NC1CCC(CC1)N(C)C)CC(F)(F)F